ClCCOC=1C=CC2=C(C1C(=O)N1CCCC3=CC=CC=C13)OC(C=1CN(CCC12)C(=O)OCC)=O ethyl 8-(2-chloroethoxy)-5-oxo-7-(1,2,3,4-tetrahydroquinoline-1-carbonyl)-1,5-dihydro-2H-chromeno[3,4-c]pyridine-3(4H)-carboxylate